1-(2-(2-hydroxyethylamino)ethyl)pyridin-2(1H)-one OCCNCCN1C(C=CC=C1)=O